OCCNC1=CC(=CC=C1)C N-hydroxyethyl-m-toluidine